O=C1N(CC2N1CCC2)C2CC1CN(C2C1)C=1N=NC(=C(N1)NC1=CC=C(C=C1)C1CCNCC1)C(=O)N 3-(6-(3-oxotrihydro-1H-pyrrolo[1,2-c]imidazol-2(3H)-yl)-2-azabicyclo[2.2.1]heptane-2-yl)-5-((4-(piperidin-4-yl)phenyl)amino)-1,2,4-triazine-6-carboxamide